C(=C)OCCOC(C)(C)O 2-(2-vinyloxyethoxy)-2-propanol